n-Butyl methacrylate (n-Butyl methacrylate) C(CCC)C=C(C(=O)O)C.C(C(=C)C)(=O)OCCCC